C(#N)C=1C2=C(N(N=C2C=C(C1)C=1C=NN(C1)CCC(C)(C)O)C)C1=CC(=C(C(=O)N)C(=C1)OC)OC(F)F 4-[4-cyano-6-[1-(3-hydroxy-3-methylbutyl)pyrazol-4-yl]-2-methylindazol-3-yl]-2-(difluoromethoxy)-6-methoxybenzamide